CN(S(=O)(=O)C1CCCCC1)CC1=C(C(=CC(=C1)F)F)F N-methyl-N-(2,3,5-trifluorobenzyl)cyclohexanesulfonamide